C(C1=CC=CC=C1)N1C[C@]2(CC[C@@H]([C@H]1CO[Si](C)(C)C(C)(C)C)N2C(=O)OC(C)(C)C)F tert-butyl (1S,4S,5S)-3-benzyl-4-(((tert-butyldimethylsilyl)oxy)methyl)-1-fluoro-3,8-diazabicyclo[3.2.1]octane-8-carboxylate